COC1=NC(=CC=2C1=NN(C2)C)NC(=O)N2CCC=1C2=NC=CC1N1C[C@@H](N(CC1)C(=O)OC(C)(C)C)C tert-butyl (S)-4-(1-((7-methoxy-2-methyl-2H-pyrazolo[3,4-c]pyridin-5-yl)carbamoyl)-2,3-dihydro-1H-pyrrolo[2,3-b]pyridin-4-yl)-2-methylpiperazine-1-carboxylate